C(C)(C)(C)OC(=O)N1C[C@H](CC1)CC(=O)O (R)-N-tert-butyloxycarbonyl-3-tetrahydropyrroleacetic acid